N1=C(N=CC=C1)[C@H](CC(=O)O)C1(CC1)C(F)(F)F (3R)-3-(pyrimidin-2-yl)-3-[1-(trifluoromethyl)cyclopropyl]propanoic acid